4-[4-(aminomethyl)piperidin-1-yl]spiro[cyclohexane-1,3'-indol]-2'(1'H)-one di-trifluoroacetic Acid Salt FC(C(=O)O)(F)F.FC(C(=O)O)(F)F.NCC1CCN(CC1)C1CCC2(C(NC3=CC=CC=C23)=O)CC1